F[C@@H]1[C@@H](C[C@]2(CC[C@@H]1N2)C)N(C2=CC=C(N=N2)C2=C(C=C(C=C2)N2C=NC=C2)O)C 2-(6-(((1R,3R,4S,5S)-4-fluoro-1-methyl-8-azabicyclo[3.2.1]octan-3-yl)(methyl)amino)pyridazin-3-yl)-5-(1H-imidazol-1-yl)phenol